octadecane-2,2-diol CC(CCCCCCCCCCCCCCCC)(O)O